2-ethyl-4-hydroxy-5-methyl-3(2H)furanone C(C)C1OC(=C(C1=O)O)C